[4-(2-methoxyethyl)piperazin-1-yl]-4-[(5-methyl-1H-pyrazol-3-yl)amino]-2-[(E)-2-phenylvinyl]quinazoline COCCN1CCN(CC1)C1=C2C(=NC(=NC2=CC=C1)\C=C\C1=CC=CC=C1)NC1=NNC(=C1)C